4-(((1R,4R,5S)-2-(tert-butoxycarbonyl)-2-azabicyclo[2.1.1]hexan-5-yl)amino)-6-(2-cyanoethyl)-7-(2,3-dichlorophenyl)-8-fluoro-2-methylquinoline-3-carboxylic acid C(C)(C)(C)OC(=O)N1[C@H]2[C@H]([C@@H](C1)C2)NC2=C(C(=NC1=C(C(=C(C=C21)CCC#N)C2=C(C(=CC=C2)Cl)Cl)F)C)C(=O)O